5-(5-Chloro-2-{[(3S)-3-[(4-methylpiperazin-1-yl)methyl]-3,4-dihydroisoquinolin-2(1H)-yl]carbonyl}phenyl)-1-ethyl-N-(4-hydroxyphenyl)-N-(1-methyl-1H-indol-5-yl)-1H-pyrrole-3-carboxamide ClC=1C=CC(=C(C1)C1=CC(=CN1CC)C(=O)N(C=1C=C2C=CN(C2=CC1)C)C1=CC=C(C=C1)O)C(=O)N1CC2=CC=CC=C2C[C@H]1CN1CCN(CC1)C